(R)-1-(6-((4-amino-5-methoxypentyl)oxy)-2,3-dichlorobenzyl)-7-chloro-1H-imidazo[4,5-c]pyridin-4-amine N[C@H](CCCOC1=CC=C(C(=C1CN1C=NC=2C(=NC=C(C21)Cl)N)Cl)Cl)COC